ClC1=CC=C2C=C(NC2=C1)C(=O)N1[C@@H]([C@H]2C([C@H]2C1)(C)C)C(=O)N[C@H](C=O)C[C@H]1C(NCC1)=O (1R,2S,5S)-3-(6-Chloro-1H-indole-2-carbonyl)-6,6-dimethyl-N-((S)-1-oxo-3-((S)-2-oxopyrrolidin-3-yl)propan-2-yl)-3-azabicyclo[3.1.0]hexane-2-carboxamide